O=C1NC(CCC1C1=NN(C2=CC(=CC=C12)OCC(=O)NCCC1=CC=C(C=C1)O)C)=O 2-((3-(2,6-Dioxopiperidin-3-yl)-1-methyl-1H-indazol-6-yl)oxy)-N-(4-hydroxy-phenethyl)acetamide